C1(C=CC=CC1)(CCO)CCO cyclohexadieneDiethanol